L-Isoleucine-d10 N([C@@]([C@@](C([2H])([2H])[2H])(C(C[2H])([2H])[2H])[2H])(C(=O)O)[2H])([2H])[2H]